C1CCC2=C(C=3CCCC3C=C12)NC(=O)NS(=O)(=O)\C=C\[C@H]1N(CCC1)CCO (S,E)-N-((1,2,3,5,6,7-hexahydro-s-indacen-4-yl)carbamoyl)-2-(1-(2-hydroxyethyl)pyrrolidin-2-yl)ethen-1-sulfonamid